ClC=1C(=CC2=C(OCCC(N2)=O)C1)OC 8-Chloro-7-methoxy-2,3-dihydrobenzo[b][1,4]oxazepin-4(5H)-one